C(#N)C1=C(C=C(C(=C1)F)OC(F)F)NC(OC)=O methyl (2-cyano-5-(difluoromethoxy)-4-fluorophenyl)carbamate